6-((1R,3s,5S,6r)-6-(1-Ethyl-3-(pyridin-2-yl)-1H-pyrazol-5-yl)bicyclo[3.1.0]hexan-3-yl)-2-thia-6-azaspiro[3.4]octane 2,2-dioxide C(C)N1N=C(C=C1C1[C@H]2CC(C[C@@H]12)N1CC2(CS(C2)(=O)=O)CC1)C1=NC=CC=C1